(S)-4-(4-fluorophenyl)-N-((1-methylpyrrolidin-3-yl)methyl)-3,4-dihydroquinoxaline FC1=CC=C(C=C1)N1CCN(C2=CC=CC=C12)C[C@@H]1CN(CC1)C